N-(2-bromo-4-(perfluoropropan-2-yl)-6-iodophenyl)-2-fluoro-3-((hydroxy)(6-fluoropyridine-3-carbonyl)amino)benzamide BrC1=C(C(=CC(=C1)C(C(F)(F)F)(C(F)(F)F)F)I)NC(C1=C(C(=CC=C1)N(C(=O)C=1C=NC(=CC1)F)O)F)=O